NC1=C2CN(C(C2=C(C=C1)Br)=O)C1C(NC(CC1)=O)=O 3-(4-amino-7-bromo-1-oxo-isoindolin-2-yl)piperidine-2,6-dione